FC(C(F)(F)F)(C1=CC=C(C(=O)N)C=C1)F 4-(perfluoroethyl)benzamide